NCCC1=CC(=C(C=C1F)N1C[C@@H](CC1)N(C(OC(C)(C)C)=O)C)F |r| Racemic-tert-Butyl (1-(4-(2-aminoethyl)-2,5-difluorophenyl)pyrrolidin-3-yl)(methyl)carbamate